CN1C2=C(OC[C@@H](C1=O)NC(OC(C)(C)C)=O)C=CC(=C2)C(=O)N2CCCCC2 tert-butyl (S)-(5-methyl-4-oxo-7-(piperidine-1-carbonyl)-2,3,4,5-tetrahydrobenzo[b]-[1,4]oxazepin-3-yl)carbamate